C1(CCCCCCO1)=O pimelolactone